3-(pyrimidin-5-yl)pyrazin-2(1H)-one N1=CN=CC(=C1)C=1C(NC=CN1)=O